(E)-4-fluoro-N-(2-methoxy-5-(4-(4-(4-oxopent-2-enoyl)piperazin-1-yl)pyrido[3,2-d]pyrimidin-6-yl)pyridin-3-yl)benzenesulfonamide FC1=CC=C(C=C1)S(=O)(=O)NC=1C(=NC=C(C1)C=1C=CC=2N=CN=C(C2N1)N1CCN(CC1)C(\C=C\C(C)=O)=O)OC